C(C)(=O)C1=C(C=C2CC(N3C(C2=C1)=CC(C(=C3)C(=O)O)=O)C(C)C)N3CCN(CC3)CCOC 10-acetyl-6-isopropyl-9-(4-(2-methoxyethyl)piperazin-1-yl)-2-oxo-6,7-dihydro-2H-pyrido[2,1-a]isoquinoline-3-carboxylic acid